FC(C1=CC=C(C=N1)CC(=O)NC1=NNC(=C1)[C@H]1C[C@H](CC1)N(C([O-])=O)CC1CCOCC1)(F)F (1S,3R)-3-[3-({[6-(trifluoromethyl)pyridin-3-yl]acetyl}amino)-1H-pyrazol-5-yl]cyclopentyl(tetrahydro-2H-pyran-4-ylmethyl)carbamate